35-azido-3,6,9,12,15,18,21,24,27,30,33-undecaoxapentatriacontyl methanesulfonate CS(=O)(=O)OCCOCCOCCOCCOCCOCCOCCOCCOCCOCCOCCOCCN=[N+]=[N-]